C1(=C(C=CC=C1)NC1=CC=C(C=C1)NC1=C(C=CC=C1)C)C N,N'-di(tolyl)para-phenylenediamine